N-Benzyloxycarbonyl-1-aminocyclopentane-1-carboxylic acid C(C1=CC=CC=C1)OC(=O)NC1(CCCC1)C(=O)O